4-(6,6-difluoro-1,4-diazepan-1-yl)-6,7-dimethoxyquinazoline FC1(CNCCN(C1)C1=NC=NC2=CC(=C(C=C12)OC)OC)F